4,4'-dibromoterphenyl BrC1=CC=C(C=C1)C=1C(=CC(=CC1)Br)C1=CC=CC=C1